[K].CC1=CC=C(C=C1)S(=O)(=O)O p-toluenesulfonic acid potassium